FC(OC1=C(C(=O)N(C)[C@H](C)C2=CC(=CC=C2)F)C=C(C=N1)F)F |r| racemic-2-(difluoromethoxy)-5-fluoro-N-(1-(3-fluorophenyl)ethyl)-N-methylnicotinamide